N-[(3-fluoro-4-methoxypyridin-2-yl)methyl]-3-(methoxymethyl)-1-({4-[(2-oxopyridin-1-yl)methyl]phenyl}methyl)pyrazole-4-carboxamide mesylate S(C)(=O)(=O)O.FC=1C(=NC=CC1OC)CNC(=O)C=1C(=NN(C1)CC1=CC=C(C=C1)CN1C(C=CC=C1)=O)COC